COC[C@H](C)N1C(=NC2=C1C=C(C=C2)C=2C=C(C(N(C2)C)=O)C)C2CCOCC2 5-[3-[(1S)-2-methoxy-1-methylethyl]-2-tetrahydropyran-4-yl-benzimidazol-5-yl]-1,3-dimethylpyridin-2-one